Oxacyclononane-2-one O1C(CCCCCCC1)=O